6-Chloro-4-(trifluoromethyl)-8-oxa-3,5-diazatricyclo[7.4.0.02,7]trideca-1(9),2(7),3,5,10,12-hexaene ClC1=NC(=NC=2C=3C=CC=CC3OC12)C(F)(F)F